OC(C)C=1C=C(C=C2C(C=C(OC12)N1CCC(CC1)OC)=O)C 8-(1-hydroxyethyl)-2-(4-methoxy-1-piperidinyl)-6-methyl-chromen-4-one